ClC1=CC(=CC(N1)=O)C(=O)N(C)OC 6-chloro-N-methoxy-N-methyl-2-oxo-1,2-dihydropyridine-4-carboxamide